CC=1N=C2N(C=C(N=C2C)NC(=O)C=2C(=NC(=NC2)S(=O)C)OCC)C1 N-(2,8-dimethylimidazo[1,2-a]pyrazin-6-yl)-4-ethoxy-2-(methylsulfinyl)pyrimidine-5-carboxamide